Cl.C(C)OC(=O)C=1C=NC(=NC1)N1CCN(CC1)CCCC(=O)O 4-(4-(5-(ethoxycarbonyl)pyrimidin-2-yl)piperazin-1-yl)butanoic acid hydrochloride